C(OC12CC(C1)(C2)C(N(C=2C=C(C=CC2)C)C)=O)(=O)Cl 3-(methyl(m-tolyl)carbamoyl)bicyclo[1.1.1]pentan-1-yl carbonochloridate